The molecule is an amino disaccharide consisting of alpha-D-mannopyranose and 2-acetamido-2-deoxy-beta-D-glucopyranose joined in sequence by a (1->4) glycosidic bond. It is a member of acetamides, an amino disaccharide and a glycosylglucose derivative. It derives from an alpha-D-mannose and a N-acetyl-beta-D-glucosamine. CC(=O)N[C@@H]1[C@H]([C@@H]([C@H](O[C@H]1O)CO)O[C@@H]2[C@H]([C@H]([C@@H]([C@H](O2)CO)O)O)O)O